pentaerythritol tetra(laurylthioacrylate) C(CCCCCCCCCCC)C(C(=S)OCC(COC(C(=C)CCCCCCCCCCCC)=S)(COC(C(=C)CCCCCCCCCCCC)=S)COC(C(=C)CCCCCCCCCCCC)=S)=C